N1(C=CC=2C1=NC=CC2)CC2=CC=C(C=C2)C=2OC(=NN2)C(F)F 2-(4-((1H-pyrrolo[2,3-b]pyridin-1-yl)methyl)phenyl)-5-(difluoromethyl)-1,3,4-oxadiazole